1-bromo-3-(dimethylphosphorylmethyl)-5-fluoro-benzene BrC1=CC(=CC(=C1)F)CP(=O)(C)C